5-[5-[(1R)-1-(3,5-dichloro-4-pyridyl)ethoxy]-6-fluoro-1H-indazol-3-yl]-2-(2-methylsulfonyl-2,6-diazaspiro[3.3]heptan-6-yl)pyridine-3-carbonitrile ClC=1C=NC=C(C1[C@@H](C)OC=1C=C2C(=NNC2=CC1F)C=1C=C(C(=NC1)N1CC2(CN(C2)S(=O)(=O)C)C1)C#N)Cl